BrC1=C(C(=CC=2OCOC21)[N+](=O)[O-])Cl 4-bromo-5-chloro-6-nitro-1,3-benzodioxole